FC1(C[C@@H](N(C1)C)C(=O)N1CCN(CC1)C=1C=2N(C=C(C1)S(=O)(=O)NC1(CC1)C)C(=NC2)C=2SC(=NN2)C(F)(F)F)F (R)-8-(4-(4,4-difluoro-1-methylpyrrolidine-2-carbonyl)piperazin-1-yl)-N-(1-methylcyclopropyl)-3-(5-(trifluoromethyl)-1,3,4-thiadiazol-2-yl)imidazo[1,5-a]pyridine-6-sulfonamide